(3R,4R)-pentane-3,4-diol CC[C@H]([C@@H](C)O)O